2-bromo-5-(trifluoromethyl)benzonitrile BrC1=C(C#N)C=C(C=C1)C(F)(F)F